[2-(4-ethyl-2-methylphenyl)ethynyl]trimethylsilane C(C)C1=CC(=C(C=C1)C#C[Si](C)(C)C)C